(2e)-2-[2-[[(e)-(3,3-dimethylindan-1-ylidene)amino]oxymethyl]-3-methyl-phenyl]-2-methoxyimino-N-methyl-acetamide CC1(C/C(/C2=CC=CC=C12)=N\OCC1=C(C=CC=C1C)\C(\C(=O)NC)=N/OC)C